tert-Butyl 6-((5-chloro-2-(methoxycarbonyl)thiophen-3-yl)oxy)-2-azaspiro[3.3]heptane-2-carboxylate ClC1=CC(=C(S1)C(=O)OC)OC1CC2(CN(C2)C(=O)OC(C)(C)C)C1